C(C)(=O)OC1C(OC(C1F)[C@H](C(F)(F)F)OC(C)=O)N1C2=NC(=NC(=C2N(C1=O)CCC(F)(F)F)Cl)N 5-((R)-1-Acetoxy-2,2,2-trifluoroethyl)-2-(2-amino-6-chloro-8-oxo-7-(3,3,3-trifluoropropyl)-7,8-dihydro-9H-purin-9-yl)-4-fluorotetrahydrofuran-3-yl acetate